C(C)C1=CC=C(C(=N1)C)C 6-ethyl-2,3-dimethyl-pyridine